OC(CC)C1=C2C(=NC(=C1)C(=O)OC)C(CC2)(C)C methyl 4-(1-hydroxypropyl)-7,7-dimethyl-6,7-dihydro-5H-cyclopenta[b]pyridine-2-carboxylate